C(C)(C)(C)OC(=O)NS(=O)(=O)C N-[(tert-butoxy)carbonyl]methanesulfonamide